FC=1C=C(C=NC1)C=1N(C(C2=CC(=CC(=C2C1)C(C)NC1=C(C(=O)O)C=CC=C1)C)=O)C 2-((1-(3-(5-fluoropyridin-3-yl)-2,7-dimethyl-1-oxo-1,2-dihydroisoquinolin-5-yl)ethyl)amino)benzoic acid